(P)-1-(6-((1R,9R)-5-fluoro-6-(5-hydroxy-2-methylphenyl)-10,10-dimethyl-3-azatricyclo[7.1.1.02,7]undeca-2,4,6-trien-4-yl)-2,6-diazaspiro[3.4]octan-2-yl)-2-propen-1-one FC1=C(N=C2[C@H]3C([C@@H](CC2=C1C1=C(C=CC(=C1)O)C)C3)(C)C)N3CC1(CN(C1)C(C=C)=O)CC3